N1(N=CC=C1)C1=CC=C(C=C1)CN (4-(1H-pyrazol-1-yl)phenyl)methanamine